C12CC(CC(CCC1)N2)N(C=2SC1=NC(=CC=C1N2)C=2C=C(C=1N(C2)C=C(N1)C)C#N)C 6-{2-[(3-exo)-9-azabicyclo[3.3.1]non-3-yl-(methyl)amino][1,3]thiazolo[5,4-b]pyridin-5-yl}-2-methylimidazo[1,2-a]pyridine-8-carbonitrile